(3S)-3-{[N-(7-chloro-1H-indole-2-carbonyl)-3-cyclopropyl-L-alanyl]amino}-2-oxo-4-[(3S)-2-oxopiperidin-3-yl]butyl L-valinate N[C@@H](C(C)C)C(=O)OCC([C@H](C[C@H]1C(NCCC1)=O)NC([C@@H](NC(=O)C=1NC2=C(C=CC=C2C1)Cl)CC1CC1)=O)=O